C[Si](C1=CC=2SC(=CC2S1)C=1C(=CC=C(C1)C(=O)O)C(=O)O)(C)C 5-[5-(trimethylsilyl)thieno[3,2-b]thien-2-yl]-1,4-benzenedicarboxylic acid